FC1=C(C=O)C(=CC=C1)OC 2-fluoro-6-(methoxy)benzaldehyde